Hydroxybutylacrylat OCCCCOC(C=C)=O